3-methyl-1-(1H-pyrazol-3-yl)pyrrolidin-3-ol CC1(CN(CC1)C1=NNC=C1)O